2-({4-[2-(dimethylamino)ethoxy]phenyl}amino)-8-phenyl-5-[2-(triisopropylsilyl)ethynyl]pyrido[2,3-d]pyrimidin-7-one CN(CCOC1=CC=C(C=C1)NC=1N=CC2=C(N1)N(C(C=C2C#C[Si](C(C)C)(C(C)C)C(C)C)=O)C2=CC=CC=C2)C